CN1CCN(CC1)CCC(=O)N1CCN(C2=CC=CC=C12)CC1=CC=NC=C1 3-(4-methylpiperazin-1-yl)-1-(4-(pyridin-4-ylmethyl)-3,4-dihydroquinoxalin-1(2H)-yl)propan-1-one